COC1=CC=C(COC=2C=C3C(C(=CNC3=CC2)C(=O)O)=O)C=C1 6-((4-methoxybenzyl)oxy)-4-oxo-1,4-dihydroquinoline-3-carboxylic acid